6-[2'-(4-fluorophenyl)-2,3,4',5,5',6-hexahydrospiro[pyran-4,6'-pyrazolo[1,5-a]pyrimidin]-3'-yl]-2-(2-methylphenyl)pyridazin-3(2H)-one FC1=CC=C(C=C1)C1=NN2C(NCC3(C2)CCOCC3)=C1C=1C=CC(N(N1)C1=C(C=CC=C1)C)=O